CC1=CC=CC=C1F o-Fluorotoluene